1-((2-phenylcyclopropyl)carbamoyl)piperidine-4-carboxylic acid C1(=CC=CC=C1)C1C(C1)NC(=O)N1CCC(CC1)C(=O)O